methyl-3-(1-methylimidazol-4-yl)-4-[[3-(trifluoromethyl)-1-bicyclo[1.1.1]pentanyl]methylamino]benzenesulfonamide CC1=C(C=CC(=C1C=1N=CN(C1)C)NCC12CC(C1)(C2)C(F)(F)F)S(=O)(=O)N